OCC(=O)NCC=1SC(=CC1)C(CSC1=NC(=NC2=CC=CC(=C12)OC)C)=O 2-hydroxy-N-((5-(2-((5-methoxy-2-methylquinazolin-4-yl)thio)acetyl)thiophen-2-yl)methyl)acetamide